CN1[C@@H]([C@H](CC1=O)C(=O)NCCC(=O)NCCOCC(=O)OC(C)(C)C)C=1C=NC=CC1 tert-Butyl 2-(2-(3-((2S,3S)-1-methyl-5-oxo-2-(pyridin-3-yl)pyrrolidine-3-carboxamido)propanamido)ethoxy)acetate